(7-methyl-2-oxo-2,3,4,5-tetrahydro-1H-1-benzazepin-4-yl)carbamic acid tert-butyl ester C(C)(C)(C)OC(NC1CC(NC2=C(C1)C=C(C=C2)C)=O)=O